NC1=C(C=C(C=C1)Cl)NCC1=C(C#N)C=CC=C1 (((2-amino-5-chlorophenyl)amino)methyl)benzonitrile